NC=1C=C(C=CC1)S(=O)(C)=N[Si](C)(C)C(C)(C)C (3-amino-phenyl)((tert-butyldimethyl-silyl)imino)(methyl)-λ6-sulfanone